C(#N)N1[C@H]2[C@@H](C[C@@H]1CC2)NC(C2=CC(=C(C=C2)N2N=C(C=C2C)C)F)=O N-((1R,2R,4S)-7-cyano-7-azabicyclo[2.2.1]heptan-2-yl)-4-(3,5-dimethyl-1H-pyrazol-1-yl)-3-fluorobenzamide